β,β-dimethyltyrosine CC([C@H](N)C(=O)O)(C1=CC=C(C=C1)O)C